FC1([C@H](CN(CC1)[C@H](C(=O)NC1=NC=C(C=C1)C(C1=CC=C(C=C1)F)=O)C)C1=CC=NC=C1)F 4-((S)-4,4-difluoro-1-((S)-1-((5-(4-fluorobenzoyl)pyridin-2-yl)amino)-1-oxopropan-2-yl)piperidin-3-yl)pyridine